2,5-di(thiophen-2-yl)selenophene ethyl-3-(((tert-butoxycarbonyl)amino)methyl)-5-(2,4-difluorobenzyl)-4,5-dihydroisoxazole-5-carboxylate C(C)OC(=O)C1(CC(=NO1)CNC(=O)OC(C)(C)C)CC1=C(C=C(C=C1)F)F.S1C(=CC=C1)C=1[Se]C(=CC1)C=1SC=CC1